FC1=C(C=C(C=C1)F)N1CCN(CC1)CC=1C=C2C(N(C(C2=CC1)=O)C1C(NC(CC1)=O)=O)=O 5-((4-(2,5-difluorophenyl)piperazin-1-yl)methyl)-2-(2,6-dioxopiperidin-3-yl)isoindoline-1,3-dione